(R)-5-Methyl-2-(4-((1-methylpiperidin-3-yl)amino)phthalazin-1-yl)pyridin-3-ol CC=1C=C(C(=NC1)C1=NN=C(C2=CC=CC=C12)N[C@H]1CN(CCC1)C)O